(1R)-2,2-difluoro-N-(4-(6-(1-hydroxypropyl)-4-methylpyridin-3-yl)-1-methyl-1H-imidazo[4,5-f]isoquinolin-8-yl)cyclopropane-1-carboxamide FC1([C@H](C1)C(=O)NC=1N=CC2=CC(=C3C(=C2C1)N(C=N3)C)C=3C=NC(=CC3C)C(CC)O)F